C1(CCCC1)N(C(=O)OCC=1C(=NOC1C1=CC(=C(O[C@@H]2C[C@H](CCC2)C(=O)O)C=C1)C)C)C |r| (±)-Trans-3-(4-(4-(((cyclopentyl-(methyl)carbamoyl)oxy)methyl)-3-methylisoxazol-5-yl)-2-methyl-phenoxy)cyclohexane-1-carboxylic acid